3-(1-oxoisoindolin-5-yl)urea O=C1NCC2=CC(=CC=C12)NC(N)=O